C(C1=CC=CC=C1)OC1CC(C1)(CO[Si](C)(C)C(C)(C)C)CCCO 3-(3-(benzyloxy)-1-(((tert-butyldimethylsilyl)oxy)methyl)cyclobutyl)propan-1-ol